bischloromethylenebiphenyl ClC=C1C=CC(C=C1)=C1C=CC(C=C1)=CCl